ClC1=C(C=CC=C1NC1=C(C=CC=C1)Cl)[C@@]1(CC(N(C(N1)=N)C1CCOCC1)=O)C (6S)-6-[2-Chloro-3-(2-chloro-anilino)phenyl]-2-imino-6-methyl-3-(tetrahydropyran-4-yl)hexahydropyrimidin-4-one